1,3,5-trichloro-2,4,6-trinitrobenzene ClC1=C(C(=C(C(=C1[N+](=O)[O-])Cl)[N+](=O)[O-])Cl)[N+](=O)[O-]